FC[C@H]1CN(C[C@H](C1)NC1=NC=2N(C(C(=NC2C=N1)C1=CC(=C(C=C1)NS(=O)(=O)CCC(F)(F)F)F)=O)C(C)C)C(=O)OC(C)(C)C tert-Butyl (3R,5S)-3-(fluoromethyl)-5-[[6-[3-fluoro-4-(3,3,3-trifluoropropylsulfonylamino)phenyl]-8-isopropyl-7-oxo-pteridin-2-yl]amino]piperidine-1-carboxylate